N1CC(C1)C#CC=1C(=C(C(=CC1)OCC1=CC=CC=C1)N1CC(NS1(=O)=O)=O)F 5-(3-(azetidin-3-ylethynyl)-6-(benzyloxy)-2-fluorophenyl)-1,2,5-thiadiazolidin-3-one 1,1-dioxide